(2S)-2-amino-N-[4-(4-{3-cyano-9-ethyl-6,6-dimethyl-11-oxo-5H,6H,11H-benzo[b]carbazol-8-yl}piperazin-1-yl)-4-oxobutyl]-3-methoxypropanamide N[C@H](C(=O)NCCCC(=O)N1CCN(CC1)C=1C(=CC2=C(C(C=3NC4=CC(=CC=C4C3C2=O)C#N)(C)C)C1)CC)COC